methyl 3-(9-((4-(aminomethyl)phenyl)carbamoyl)-4,5-dihydrobenzo[b]thieno[2,3-d]oxepin-8-yl)-6-((3-hydroxypropyl)carbamoyl)picolinate NCC1=CC=C(C=C1)NC(=O)C1=CC2=C(OCCC3=C2SC=C3)C=C1C=1C(=NC(=CC1)C(NCCCO)=O)C(=O)OC